C(CCCC)N(C(OCCCCCCC)=O)CCCCC heptyl N,N-dipentylcarbamate